1-(2'-fluoro-5'H,7'H-spiro[cyclopropane-1,4'-thieno[2,3-c]pyran]-7'-yl)-N-methyl-methylamine FC1=CC2=C(C(OCC23CC3)CNC)S1